tert-Butyl (2R)-2-[(2R)-2-{[(9H-fluoren-9-ylmethoxy)carbonyl]amino}-3-phenylpropionylamino]-4-methylpentanoate C1=CC=CC=2C3=CC=CC=C3C(C12)COC(=O)N[C@@H](C(=O)N[C@@H](C(=O)OC(C)(C)C)CC(C)C)CC1=CC=CC=C1